1-{4-[1-hydroxy-1-(4-quinolin-7-yl-phenyl)-ethyl]-piperidin-1-yl}-propan-1-one OC(C)(C1=CC=C(C=C1)C1=CC=C2C=CC=NC2=C1)C1CCN(CC1)C(CC)=O